FC(S(=O)(=O)NC1=C(C=CC=C1)C1=CC=C2[C@H]([C@@H](COC2=C1)CC1=CC(=NN1C)C1=CC=CC=C1)O)(F)F 1,1,1-Trifluoro-N-(2-((3R,4S)-4-hydroxy-3-((1-methyl-3-phenyl-1H-pyrazol-5-yl)methyl)chroman-7-yl)phenyl)methanesulfonamide